(9H-fluoren-9-yl)methyl(4-cyano-1,1-dioxotetrahydro-2H-thiopyran-4-yl)carbamate C1=CC=CC=2C3=CC=CC=C3C(C12)OC(N(C1(CCS(CC1)(=O)=O)C#N)C)=O